OCC(C(=O)OCCNP(=O)(OC1=CC=CC=C1)OC[C@]1(O[C@H]([C@@H]([C@@H]1O)O)C1=CC=C2C(=NC=NN21)N)C#N)(C)C 2-(((((2R,3S,4R,5S)-5-(4-aminopyrrolo[2,1-f][1,2,4]triazin-7-yl)-2-cyano-3,4-dihydroxytetrahydrofuran-2-yl)methoxy)(phenoxy)phosphoryl)amino)ethyl 3-hydroxy-2,2-dimethylpropanoate